(S)-1-(2-((S)-3-((5-chloroquinolin-8-yl)oxy)pyrrolidin-1-yl)acetyl)-4,4-difluoropyrrolidine ClC1=C2C=CC=NC2=C(C=C1)O[C@@H]1CN(CC1)CC(=O)N1CCC(C1)(F)F